2-(3-chlorophenyl)-2-(1-(4-hydroxypiperidine-1-carbonyl)piperidin-4-ylidene)acetonitrile ClC=1C=C(C=CC1)C(C#N)=C1CCN(CC1)C(=O)N1CCC(CC1)O